CC1=NC=CC(=C1)C(C(=O)N)C=NC1CC=C(CC1)C=1C(=NN(C1C)C)C (2-methylpyridin-4-yl)-3-((4-(1,3,5-trimethyl-1H-pyrazol-4-yl)cyclohex-3-en-1-yl)imino)propanamide